C(C)(=O)O[C@@H]1[C@@H]([C@H]([C@@H](S)O[C@@H]1COC(C)=O)OC)N=[N+]=[N-] 4,6-Di-O-acetyl-3-azido-3-deoxy-2-O-methyl-1-thio-α-D-galactopyranose